OCC1(CCC1)NC=1C2=C(N=C(N1)C1=CC=CC=3NS4(C(C31)CCC4)=O)CC[S@]2=O 9-((R)-4-((1-(hydroxymethyl)cyclobutyl)amino)-5-oxido-6,7-dihydrothieno[3,2-d]pyrimidin-2-yl)-1,2,3,9b-tetrahydrobenzo[c]thieno[2,1-e]isothiazole 4-oxide